BrC=1C(=C(C=C(C1)F)CC(=O)O)OC 2-(3-bromo-5-fluoro-2-methoxy-phenyl)acetic acid